undecanoyl-amide C(CCCCCCCCCC)(=O)[NH-]